N(N)C1=CC=C(C=N1)CC(=O)O 2-(6-hydrazinopyridin-3-yl)acetic acid